2-(3-chloronaphthalen-2-yl)-4,6-diphenyl-1,3,5-triazine ClC=1C(=CC2=CC=CC=C2C1)C1=NC(=NC(=N1)C1=CC=CC=C1)C1=CC=CC=C1